2-(3-chlorophenyl)-N-(2-(dimethylamino)ethyl)-5-phenylOxazole-4-carboxylic acid amide ClC=1C=C(C=CC1)C=1OC(=C(N1)C(=O)NCCN(C)C)C1=CC=CC=C1